ClC1=C(C(=O)OC)C(=CC=C1N(S(=O)(=O)CCCF)S(=O)(=O)CCCF)F methyl 2-chloro-6-fluoro-3-(3-fluoro-N-(3-fluoropropyl-sulfonyl)propylsulfonamido)benzoate